3-((1-(2-methoxy-4-methylphenyl)pyrido[3,4-d]pyridazin-4-yl)amino)piperidine-1-carboxylic acid tert-butyl ester C(C)(C)(C)OC(=O)N1CC(CCC1)NC=1N=NC(=C2C1C=NC=C2)C2=C(C=C(C=C2)C)OC